FC=1C=C(C=CC1C)N1N=C2N=CN=C(C2=C1)N1C[C@H](N(CC1)C)C(=O)NCC1=CC2=C(SC=C2F)C=C1 (S)-4-(2-(3-fluoro-4-methylphenyl)-2H-pyrazolo[3,4-d]pyrimidin-4-yl)-N-((3-fluorobenzo[b]thiophen-5-yl)methyl)-1-methylpiperazine-2-carboxamide